NC1=C(SC=2N=C(SC21)C)C(=O)NC2CC=1C(=CC(=NC1CC2)N2CC1(OCCO1)C(C2)N)F 6-amino-N-(2-{9-amino-1,4-dioxa-7-azaspiro[4.4]nonan-7-yl}-4-fluoro-5,6,7,8-tetrahydroquinolin-6-yl)-2-methylthieno[2,3-d][1,3]thiazole-5-carboxamide